N-((R or S)-(3-chloro-2,4-difluorophenyl)(5-chloro-6-(trifluoro-methyl)pyridin-2-yl)methyl)-3-oxopiperazine-1-carboxamide ClC=1C(=C(C=CC1F)[C@@H](NC(=O)N1CC(NCC1)=O)C1=NC(=C(C=C1)Cl)C(F)(F)F)F |o1:8|